((tert-butoxycarbonyl) amino) methyl-5-fluoro-4-oxopentanoate CC(C(=O)ONC(=O)OC(C)(C)C)CC(CF)=O